C1(CCC1)CN1C(NCC12CCC(CC2)(C2=CC=CC=C2)N(C)C)=O 1-(cyclobutyl-methyl)-8-dimethylamino-8-phenyl-1,3-diazaspiro[4.5]decan-2-one